2-methyl-7,8-dihydrofuro[2,3-d]pyrrolo[1,2-a]pyrimidin-4(6H)-one CC1=CC2=C(N=C3N(C2=O)CCC3)O1